C(C1=CC=CC=C1)OCN1C(N(N=C(C1=O)N(C)C)C1=CC(=C(C(=C1)Cl)OC1=NNC(C(=C1)C(C)C)=O)Cl)=O 4-[(benzyloxy)methyl]-2-[3,5-dichloro-4-[(5-isopropyl-6-oxo-1H-pyridazin-3-yl)-oxy]phenyl]-6-(dimethylamino)-1,2,4-triazine-3,5-dione